C(C)OC1=C(C=CC=C1F)NC1=C(NC2=C1C(NCC2)=O)C2=C(C=NC=C2)OC[C@@H]2N(CC2)C(=O)OC(C)(C)C tert-butyl (2R)-2-{[(4-{3-[(2-ethoxy-3-fluorophenyl)amino]-4-oxo-1H,5H,6H,7H-pyrrolo[3,2-c]pyridin-2-yl}pyridin-3-yl)oxy]methyl}azetidine-1-carboxylate